ClC=1C(=NC(=NC1)C#CC1CCN(CC1)C(=O)OC(C)(C)C)NC=1C=C2C=C(C(N(C2=CC1)C)=O)OCC(C)=O tert-butyl 4-[2-(5-chloro-4-[[1-methyl-2-oxo-3-(2-oxopropoxy)quinolin-6-yl]amino]pyrimidin-2-yl)ethynyl]piperidine-1-carboxylate